N-(3-(2'-Amino-7'-oxo-5'H-spiro[cyclopropane-1,8'-pyrido[4,3-d]pyrimidine]-6'(7'H)-yl)-4-methylphenyl)-4-(4-methylpiperazin-1-yl)-3-(trifluoromethyl)benzamide NC=1N=CC2=C(N1)C1(C(N(C2)C=2C=C(C=CC2C)NC(C2=CC(=C(C=C2)N2CCN(CC2)C)C(F)(F)F)=O)=O)CC1